2,5-bis(trifluoromethyl)azobenzene FC(C1=C(C=C(C=C1)C(F)(F)F)N=NC1=CC=CC=C1)(F)F